4-(3,5-xylyl)-9-fluorobenzo[f]isoquinoline C1(=CC(=CC(=C1)C)C)C1=NC=CC=2C3=C(C=CC12)C=CC(=C3)F